C(=O)(O)CN[C@@H](C)C(=O)[O-].[Na+].[Na+].[Na+].C(CC(O)(C(=O)[O-])CC(=O)[O-])(=O)[O-].[Li+] Lithium citrat trisodium carboxymethyl-alaninate